6-bromo-2-(3-oxopiperazin-1-yl)nicotinic acid BrC1=NC(=C(C(=O)O)C=C1)N1CC(NCC1)=O